N1=CC=C(C=C1)C=1N=C(C2=C(N1)C=NC=C2)N2CCC1(CCNC1)CC2 8-(2-(pyridin-4-yl)pyrido[3,4-d]pyrimidin-4-yl)-2,8-diazaspiro[4.5]decan